(2-Amino-5-(trifluoromethoxy)phenyl)dimethylphosphine oxide NC1=C(C=C(C=C1)OC(F)(F)F)P(C)(C)=O